NC1=NC(=CC=C1NC(OC(C)(C)C)=O)Br tert-Butyl N-(2-amino-6-bromopyridin-3-yl)carbamate